NC1=NN(C2=NC(=CC=C21)C2CC2)C(=O)C2=C(N=NC=C2)C (3-amino-6-cyclopropyl-1H-pyrazolo[3,4-b]pyridin-1-yl)(3-methylpyridazin-4-yl)methanone